((2S,5R)-3-(4-methoxy-1H-indol-7-yl)-1,5-dimethyl-1,2,5,6-tetrahydropyridin-2-yl)methanol COC1=C2C=CNC2=C(C=C1)C=1[C@H](N(C[C@@H](C1)C)C)CO